6-chloro-4-((5,7-difluoro-8-methoxyisoquinolin-1-yl)amino)-N-(methyl-d3)pyridazine-3-carboxamide ClC1=CC(=C(N=N1)C(=O)NC([2H])([2H])[2H])NC1=NC=CC2=C(C=C(C(=C12)OC)F)F